diacetophenone succinate C(CCC(=O)O)(=O)O.C(C)(=O)C1=CC=CC=C1.C(C)(=O)C1=CC=CC=C1